FC1=CC=C(CC2=CC3=C(OC[C@@H](N3C(C)=O)C)N=C2CN2CC(C2)O)C=C1 1-((S)-7-(4-fluorobenzyl)-6-((3-hydroxyazetidin-1-yl)methyl)-2-methyl-2,3-dihydro-1H-pyrido[2,3-b][1,4]oxazin-1-yl)ethan-1-one